N-methyl-6-nitropyridine-3-amine CNC=1C=NC(=CC1)[N+](=O)[O-]